CN(C)CC1=C(C=C(C=C1OC)C=1C2=C(C(N(C1)C)=O)C=C(S2)NC(=O)C2CN(CCO2)C)OC N-(7-[4-[(Dimethylamino)methyl]-3,5-dimethoxyphenyl]-5-methyl-4-oxo-4H,5H-thieno[3,2-c]pyridin-2-yl)-4-methylmorpholine-2-carboxamide